3-(8-fluoro-1,2,3,5,6,7-hexahydro-s-indacen-4-yl)-1-[4-([[(1-hydroxycyclopentyl)methyl](methyl)amino]methyl)-5-methylfuran-2-ylsulfonyl]urea FC=1C=2CCCC2C(=C2CCCC12)NC(NS(=O)(=O)C=1OC(=C(C1)CN(C)CC1(CCCC1)O)C)=O